NC=1SC(=CN1)C1=CC(=C(C#N)C=C1)OC(C)C 4-(2-amino-1,3-thiazol-5-yl)-2-prop-2-yloxy-benzonitrile